2,4,6-tris(2-hydroxy-3-methyl-4-(1-(2-ethoxyhexyloxy)-1-oxopropan-2-yloxy)phenyl)-1,3,5-triazine OC1=C(C=CC(=C1C)OC(C(=O)OCC(CCCC)OCC)C)C1=NC(=NC(=N1)C1=C(C(=C(C=C1)OC(C(OCC(CCCC)OCC)=O)C)C)O)C1=C(C(=C(C=C1)OC(C(OCC(CCCC)OCC)=O)C)C)O